6-(2-chloro-6-fluorophenyl)-4-((4-(methylsulfonyl)phenyl)amino)pyridazine-3-carboxamide ClC1=C(C(=CC=C1)F)C1=CC(=C(N=N1)C(=O)N)NC1=CC=C(C=C1)S(=O)(=O)C